ONC(CCNCCN1C(=NCC1)C(C)C)=O N-hydroxy-3-((2-(2-isopropyl-4,5-dihydro-1H-imidazol-1-yl)ethyl)amino)propanamide